C1CCC2=C(C=3CCCC3C=C12)NC(=O)N=[S@@](=O)(N)C=1SC(=CN1)C(C)(C)O (S)-N'-((1,2,3,5,6,7-hexahydro-s-indacen-4-yl)carbamoyl)-5-(2-hydroxy-propan-2-yl)thiazole-2-sulfonimidamide